OCC(=O)N1CC2(C1)CCN(CC2)C2(C(NC(NC2=O)=O)=O)C2=CC=C(C=C2)OC2=CC(=CC=C2)C 5-[2-(2-hydroxyacetyl)-2,7-diazaspiro[3.5]nonan-7-yl]-5-[4-(3-methylphenoxy)phenyl]hexahydropyrimidine-2,4,6-trione